9-Hydroxy-12-phenyl-4-thia-2,12-diazatricyclo[7.3.0.03,7]dodeca-1,3(7),5-trien-8-on OC12C(C=3C=CSC3N=C2N(CC1)C1=CC=CC=C1)=O